calcium-magnesium oxide [O-2].[Mg+2].[Ca+2].[O-2]